ClC=1C=C(C=NC1C=1OC=CN1)NC(=O)C=1C=NN(C1C(F)(F)F)C1=C2C=CC=NC2=C(C=C1)F N-(5-chloro-6-(oxazol-2-yl)pyridin-3-yl)-1-(8-fluoroquinolin-5-yl)-5-(trifluoromethyl)-1H-pyrazole-4-carboxamide